(±)-2-(1-hydroxy-2-oxoethyl)-3-oxo-8-azabicyclo[3.2.1]octane-8-carboxylic acid tert-butyl ester C(C)(C)(C)OC(=O)N1C2C(C(CC1CC2)=O)C(C=O)O